bis(4-amino-3-carboxyphenyl)methane NC1=C(C=C(C=C1)CC1=CC(=C(C=C1)N)C(=O)O)C(=O)O